NC1(CN(C1)C(=O)OC(C)(C)C)CO tert-butyl 3-amino-3-(hydroxymethyl)azetidine-1-carboxylate